1-[3-[[[3-hydroxy-2-(hydroxymethyl)propyl]amino]methyl]azetidin-1-yl]ethanone OCC(CNCC1CN(C1)C(C)=O)CO